N-(1-((1s,3s)-3-ethoxycyclobutyl)-3-(5-fluoropyridin-2-yl)-1H-pyrazol-4-yl)-5-(1H-pyrazol-4-yl)furan-2-carboxamide C(C)OC1CC(C1)N1N=C(C(=C1)NC(=O)C=1OC(=CC1)C=1C=NNC1)C1=NC=C(C=C1)F